5-ethyl-1-aza-3,7-dioxabicyclo-[3.3.0]octane C(C)C12COCN2COC1